Cl.NC1CC2CCC(C1)N2C2=NC(=C(C=1N2C=CN1)C1=CC(=C(C=C1)OC)F)C1=CC(=C(C#N)C=C1)C 4-(5-(3-amino-8-azabicyclo[3.2.1]octane-8-yl)-8-(3-fluoro-4-methoxyphenyl)imidazolo[1,2-c]pyrimidin-7-yl)-2-methylbenzonitrile hydrochloride